N-(3-chloro-4-methylphenyl)-N-((5-(hydrazinecarbonyl)pyridin-2-yl)methyl)ethanesulfonamide ClC=1C=C(C=CC1C)N(S(=O)(=O)CC)CC1=NC=C(C=C1)C(=O)NN